2-Chloro-N-(4-fluorophenyl)-N-methylacetamide ClCC(=O)N(C)C1=CC=C(C=C1)F